2-[[5-(4-chloro-2-fluoro-phenyl)-3-methyl-triazol-4-yl]methyl]-5-[(3S)-4-isopropyl-3-methyl-piperazin-1-yl]pyridazin-3-one ClC1=CC(=C(C=C1)C1=C(N(N=N1)C)CN1N=CC(=CC1=O)N1C[C@@H](N(CC1)C(C)C)C)F